3,6-dichloropyridazine-1-oxide ClC=1N=[N+](C(=CC1)Cl)[O-]